magnesium methyl benzenedisulfonate C=1(C(=CC=CC1)S(=O)(=O)[O-])S(=O)(=O)OC.[Mg+2].COS(=O)(=O)C=1C(=CC=CC1)S(=O)(=O)[O-]